(3R,4R) and (3S,4S)-2-(4-cyclopropylphenyl)-3-(2,3-dihydro-1,4-benzodioxin-6-yl)-1-oxo-1,2,3,4-tetrahydroisoquinoline-4-carboxylic acid C1(CC1)C1=CC=C(C=C1)N1C(C2=CC=CC=C2[C@H]([C@@H]1C1=CC2=C(OCCO2)C=C1)C(=O)O)=O |r|